ClC1=NC=C(C(=N1)C=1NC2=CC=C(C=C2C1C)[N+](=O)[O-])Cl (2,5-dichloropyrimidin-4-yl)-3-methyl-5-nitro-indole